CC=1N(C=C(N1)C)CC1=CC=C(C=C1)C1=NOC(=N1)C(F)(F)F 3-[4-[(2,4-dimethylimidazol-1-yl)methyl]phenyl]-5-(trifluoromethyl)-1,2,4-oxadiazole